[8-(2-methylphenyl)-2-[[5-(4-methylpiperazin-1-yl)pyridin-2-yl]amino]pyrido[3,4-d]pyrimidin-6-yl]methanol CC1=C(C=CC=C1)C1=NC(=CC2=C1N=C(N=C2)NC2=NC=C(C=C2)N2CCN(CC2)C)CO